C1(=CC=CC=C1)C1=NC2=CCCC=3C4=CC=CC=C4C(N1C23)=O 5-phenyl-1H-imidazo[4,5,1-de]phenanthridin-7-one